O1CCC(CC1)CNC=1C=C(C(=O)[O-])C=CC1 3-[(oxan-4-ylmethyl)amino]benzoate